Manganese-disodium salt [Na].[Na].[Mn]